3-butene-1-one C(CC=C)=O